2-(pyridin-3-yl)benzo[d]thiazol-5-amine N1=CC(=CC=C1)C=1SC2=C(N1)C=C(C=C2)N